4-Methyl-2-(6-(((1S,3S)-3-((5-methylpyrazin-2-yl)amino)cyclopentyl)amino)pyridin-3-yl)pyridazin-3(2H)-one CC=1C(N(N=CC1)C=1C=NC(=CC1)N[C@@H]1C[C@H](CC1)NC1=NC=C(N=C1)C)=O